C(#N)C1=CC=C(C=C1)C(CNC(=O)C12CC3CC(CC(C1)C3)C2)=O N-[2-(4-cyanophenyl)-2-oxoethyl]tricyclo[3.3.1.13,7]decane-1-carboxamide